(4S)-3-isopropyl-4-methyl-2-oxopyrrolidine-3-carbonitrile C(C)(C)C1(C(NC[C@H]1C)=O)C#N